7-chloro-4-hydroxyquinoline-2-carboxylate ClC1=CC=C2C(=CC(=NC2=C1)C(=O)[O-])O